FC=1C=C(C=NC1)[C@H](CNC(C1CCC(CC1)C(=O)OC)(C)C)O (1R,4r)-8-[(R)-2-(5-fluoro-3-pyridyl)-2-hydroxyethylamino]-7-methoxy-p-menthan-7-one